(E)-1-(2,4-Dimethylphenyl)-3-(4-hydroxy-3-methoxyphenyl)prop-2-en-1-one CC1=C(C=CC(=C1)C)C(\C=C\C1=CC(=C(C=C1)O)OC)=O